bis(4-(9H-carbazol-9-yl)phenyl)-(phenyl)phosphine oxide C1=CC=CC=2C3=CC=CC=C3N(C12)C1=CC=C(C=C1)P(C1=CC=CC=C1)(C1=CC=C(C=C1)N1C2=CC=CC=C2C=2C=CC=CC12)=O